FC1=C(C(=O)N2CCN(CC2)CC2=C(C=CC=C2)N2C(NC(CC2)=O)=O)C=C(C=C1)CC1=NNC(C2=CC=CC=C12)=O 1-(2-((4-(2-fluoro-5-((4-oxo-3,4-dihydrophthalazin-1-yl)methyl)benzoyl)piperazin-1-yl)methyl)phenyl)dihydropyrimidine-2,4(1H,3H)-dione